ClC=1C=C(C2=NS(CCN2C1)(=O)=O)C1=CC=C(C=C1)OC=1C=NC=C(C1)C(F)(F)F 7-chloro-9-(4-{[5-(trifluoromethyl)pyridin-3-yl]oxy}phenyl)-3,4-dihydropyrido[2,1-c][1,2,4]thiadiazine 2,2-dioxide